[5-(1-[(2Z)-2-(aminomethyl)-3-fluoroprop-2-en-1-yl]-5-oxo-1,5-dihydro-4H-1,2,4-triazol-4-ylmethyl)thiophen-2-yl]-2H-1,4-benzoxazin-3(4H)-one hydrochloride Cl.NC/C(/CN1N=CN(C1=O)CC1=CC=C(S1)C1OC2=C(NC1=O)C=CC=C2)=C/F